FC1=CC(=CC2=C1CN([C@H](CO2)C)C(=O)C2(CC2)COC)C(NO)=N (3S)-6-fluoro-N-hydroxy-4-{[1-(methoxymethyl)cyclopropyl]carbonyl}-3-methyl-3,5-dihydro-2H-1,4-benzoxazepine-8-carboximidamide